COCC1=NN(C=C1B1OC(C(O1)(C)C)(C)C)C 3-(methoxymethyl)-1-methyl-4-(4,4,5,5-Tetramethyl-1,3,2-dioxaborolan-2-yl)pyrazole